9-[1-[[6-chloro-2-(1-methylpyrazol-4-yl)-3-pyridyl]amino]ethyl]-3-[1-(2-hydroxyethyl)-3-piperidyl]-4,7-dimethyl-pyrazolo[3,4-c]isoquinolin-5-one ClC1=CC=C(C(=N1)C=1C=NN(C1)C)NC(C)C=1C=2C3=C(N(C(C2C=C(C1)C)=O)C)N(N=C3)C3CN(CCC3)CCO